ClC1=C(C=C2C(C(NC2=C1)=O)=C(O)C1=C(C=CC=C1)F)C1=CC=C(C=C1)C1(CC1)CO 6-Chloro-3-[1-(2-fluoro-phenyl)-1-hydroxy-methylidene]-5-[4-(1-hydroxymethyl-cyclopropyl)-phenyl]-1,3-dihydro-indol-2-one